N-bromo-di-tert-butyl-amine BrN(C(C)(C)C)C(C)(C)C